C12(OCC(C1)C2)CN2N=C(C(=C2C)[N+](=O)[O-])Cl 1-((2-oxabicyclo[2.1.1]hexan-1-yl)methyl)-3-chloro-5-methyl-4-nitro-1H-pyrazole